(4S)-N-{[(2R)-1,4-dioxan-2-yl]methyl}-2-{[(2S)-1,4-dioxan-2-yl]methyl}-8-methyl-4-(trifluoromethyl)-4,5-dihydro-2H-furo[2,3-g]indazole-7-carboxamide O1[C@@H](COCC1)CNC(=O)C1=C(C2=C(C[C@@H](C3=CN(N=C23)C[C@@H]2OCCOC2)C(F)(F)F)O1)C